C(CCCCCC)P([O-])([O-])=O n-heptylphosphonate